(R)-7,7-dimethyl-2-(1H-indol-4-yl)-6-(1,3-benzodioxol-5-yl)-4-(3-methylmorpholin-4-yl)-6,7-dihydro-5H-pyrrolo[3,4-d]pyrimidine CC1(N(CC2=C1N=C(N=C2N2[C@@H](COCC2)C)C2=C1C=CNC1=CC=C2)C2=CC1=C(OCO1)C=C2)C